C1(=CC=CC=C1)/C=C/CCCC#N (5E)-6-phenylhex-5-enenitrile